N-(2-hydroxy-methoxybenzyl)acetamide OC1=C(C(NC(C)=O)OC)C=CC=C1